ethyl 2-(2-((5-(3-(aminomethyl)phenyl)-2,7-dimethylbenzo[1,2-b:3,4-b']difuran-3-yl)methoxy)phenyl)acetate NCC=1C=C(C=CC1)C1=CC2=C(OC(=C2COC2=C(C=CC=C2)CC(=O)OCC)C)C2=C1OC(=C2)C